C(C)(C)(C)OC(=O)NC1CC=C(CC1)B(O)O (4-((tert-Butoxycarbonyl)amino)cyclohex-1-en-1-yl)boronic acid